S(=O)(=O)([O-])[O-].C(CCCCCCC)[SH2+].C(CCCCCCC)[SH2+] octylsulfonium sulfate